[N+](=O)([O-])C1=CC=C(C(=O)OC2CC(C2)S(=O)(=O)C2(CC2)COCC2=CC=CC=C2)C=C1 (1r,3r)-3-((1-((benzyloxy)methyl)cyclopropyl)sulfonyl)cyclobutyl 4-nitrobenzoate